N1=C(C=CC=C1)CNC(=O)C=1SC(=NN1)C1CNCC1 N-(pyridin-2-ylmethyl)-5-(pyrrolidin-3-yl)-1,3,4-thiadiazole-2-carboxamide